N-(4-bromo-2,6-difluoro-phenyl)-5,5-dimethyl-pyrrolidine-2-imine BrC1=CC(=C(C(=C1)F)N=C1NC(CC1)(C)C)F